(R)-[(tert-butoxycarbonyl)amino](4-fluorophenyl)acetic acid C(C)(C)(C)OC(=O)N[C@@H](C(=O)O)C1=CC=C(C=C1)F